N-(5-(3,5-difluorobenzyl)-1H-indazol-3-yl)-4-(4-((2-(2,6-dioxopiperidin-3-yl)-6-fluoro-1,3-dioxoisoindoline-5-yl)methyl)piperazin-1-yl)-2-((tetrahydro-2H-pyran-4-yl)amino)benzamide FC=1C=C(CC=2C=C3C(=NNC3=CC2)NC(C2=C(C=C(C=C2)N2CCN(CC2)CC=2C=C3C(N(C(C3=CC2F)=O)C2C(NC(CC2)=O)=O)=O)NC2CCOCC2)=O)C=C(C1)F